(S)-1'-(6-amino-5-(quinolin-4-yl-thio)pyrazin-2-yl)-5,7-dihydrospiro[cyclopenta[b]pyridine-6,4'-piperidin]-5-amine NC1=C(N=CC(=N1)N1CCC2(CC1)[C@@H](C=1C(=NC=CC1)C2)N)SC2=CC=NC1=CC=CC=C21